2-((S)-4-((S)-4-chloro-3-(methyl-d3)-2'-(((S)-1-methylpyrrolidin-2-yl)methoxy)-5',8'-dihydro-6'H-spiro[indene-1,7'-quinazolin]-4'-yl)-1-(2-fluoroacryloyl)piperazin-2-yl)acetonitrile ClC1=C2C(=C[C@@]3(CCC=4C(=NC(=NC4C3)OC[C@H]3N(CCC3)C)N3C[C@@H](N(CC3)C(C(=C)F)=O)CC#N)C2=CC=C1)C([2H])([2H])[2H]